N-(5-Carbamoyl-1-pyridin-4-yl-1H-pyrazol-4-yl)-5-piperazin-1-ylpyrazolo[1,5-a]pyrimidin-3-carboxamid C(N)(=O)C1=C(C=NN1C1=CC=NC=C1)NC(=O)C=1C=NN2C1N=C(C=C2)N2CCNCC2